ClC1=C(C=CC=C1)CC(=O)NC1=CC(=C(C=C1)N1N=C(C=C1)C(F)(F)F)S(N)(=O)=O 2-(2-chlorophenyl)-N-{3-sulfamoyl-4-[3-(trifluoromethyl)-1H-pyrazol-1-yl]phenyl}acetamide